bicyclo[2.2.1]hept-5-ene-2,3-dicarboxylic acid diisopropyl ester C(C)(C)OC(=O)C1C2C=CC(C1C(=O)OC(C)C)C2